2-[tert-butyl-(dimethyl)silyl]oxy-3,3,3-trifluoro-2-methyl-propan-1-amine C(C)(C)(C)[Si](OC(CN)(C(F)(F)F)C)(C)C